4-(4-(4-Amino-7-(1-isobutyrylpiperidin-4-yl)pyrrolo[2,1-f][1,2,4]triazin-5-yl)phenyl)-5-bromo-5'-fluoro-6-methyl-2-oxo-2H-[1,3'-bipyridine]-3-carboxamide NC1=NC=NN2C1=C(C=C2C2CCN(CC2)C(C(C)C)=O)C2=CC=C(C=C2)C2=C(C(N(C(=C2Br)C)C=2C=NC=C(C2)F)=O)C(=O)N